4-oxo-N-((6-[(pyrrolidin-1-yl)methyl]imidazo[1,2-a]pyridin-2-yl)methyl)-4H-pyrido[1,2-a]pyrimidine-2-carboxamide O=C1C=C(N=C2N1C=CC=C2)C(=O)NCC=2N=C1N(C=C(C=C1)CN1CCCC1)C2